hydroxycarboxylic acid, hydroxycarboxylic acid salt OC(=O)O.OC(=O)O